(S)-1-(5-chloroisochroman-1-yl)-N-methylmethanamine ClC1=C2CCO[C@@H](C2=CC=C1)CNC